C(C)(=O)ON=C(C)C=1C=CC=2N(C3=CC=C(C=C3C2C1)C(C1=C(C=CC=C1)C)=O)CC [9-ethyl-6-(2-methylbenzoyl)-9H-carbazol-3-yl]ethanone 1-(O-acetyloxime)